1-(2-(benzyloxy)-4-methoxypyrrolo[1,2-b]pyridazin-6-yl)ethan-1-one C(C1=CC=CC=C1)OC=1C=C(C=2N(N1)C=C(C2)C(C)=O)OC